(S)-1-(3-(4-((5-chloro-6-phenoxypyridin-3-yl)amino)pyrido[3,2-d]pyrimidin-6-yl)piperidin-1-yl)prop-2-en-1-one ClC=1C=C(C=NC1OC1=CC=CC=C1)NC=1C2=C(N=CN1)C=CC(=N2)[C@@H]2CN(CCC2)C(C=C)=O